heptyl acetate C(C)(=O)OCCCCCCC